6-(3-aminopropyl)-2-chloro-5-fluoro-N-[(furan-2-yl)methyl]-7H-pyrrolo[2,3-d]pyrimidin-4-amine hydrochloride Cl.NCCCC1=C(C2=C(N=C(N=C2NCC=2OC=CC2)Cl)N1)F